2-((3aR,5r,6aS)-5-benzyl-5-hydroxyhexahydrocyclopenta[c]pyrrol-2(1H)-yl)-1-(3'-methyl-[1,1'-biphenyl]-3-yl)ethanone C(C1=CC=CC=C1)C1(C[C@@H]2[C@@H](CN(C2)CC(=O)C=2C=C(C=CC2)C2=CC(=CC=C2)C)C1)O